(R)-2,2-difluoro-N-(3-(6-((S)-1-hydroxybut-3-en-1-yl)-4-methylpyridin-3-yl)-1,6-naphthyridin-7-yl)cyclopropane-1-carboxamide FC1([C@H](C1)C(=O)NC1=NC=C2C=C(C=NC2=C1)C=1C=NC(=CC1C)[C@H](CC=C)O)F